2-{(3bR,4aR)-3-[(2R,6S)-2,6-dimethylmorpholine-4-carbonyl]-3b,4,4a,5-tetrahydro-1H-cyclopropa[3,4]cyclopenta[1,2-c]pyrazol-1-yl}-1-[4-(2,3-dimethylphenyl)piperazine-1-yl]ethan-1-one C[C@@H]1CN(C[C@@H](O1)C)C(=O)C=1C2=C(N(N1)CC(=O)N1CCN(CC1)C1=C(C(=CC=C1)C)C)C[C@@H]1[C@H]2C1